C=B.[N] nitrogen carbeneborane